CN1CC2C(N(C=3C=CC(=CC23)C)C(C[C@H](C(F)(F)F)N2N=CC=C2)=O)CC1 (R)-1-(2,8-dimethyl-1,2,3,4,4a,9b-hexahydro-5H-pyrido[4,3-b]indol-5-yl)-4,4,4-trifluoro-3-(1H-pyrazol-1-yl)butan-1-one